3-(3-chloro-2-fluoro-phenoxy)-5,6,7,8-tetrahydrocinnoline-4-carboxylic acid ethyl ester C(C)OC(=O)C1=C(N=NC=2CCCCC12)OC1=C(C(=CC=C1)Cl)F